tert-butyl (1-(chlorocarbonyl) piperidin-4-yl)carbamate ClC(=O)N1CCC(CC1)NC(OC(C)(C)C)=O